C(C1CO1)OC1=CC=C(N(CC2CO2)CC2CO2)C=C1 4-(2,3-epoxypropoxy)-N,N-di(2,3-epoxypropyl)aniline